7-Bromo-5-chloro-1-methyl-1H-benzo[d]imidazol-2(3H)-one BrC1=CC(=CC2=C1N(C(N2)=O)C)Cl